FC=1C=C(OC2=CC(=C(C=C2)NC(OCC=2C(=C3C(N(CC3=CC2)C2C(NC(CC2)=O)=O)=O)OCC(C)(C)O)=O)F)C=C(C1)F [2-(2,6-dioxopiperidin-3-yl)-4-(2-hydroxy-2-methylpropoxy)-3-oxo-2,3-dihydro-1H-isoindol-5-yl]methyl N-[4-(3,5-difluorophenoxy)-2-fluorophenyl]carbamate